O=C1NC(=C(C=C1C(=O)N)C1=CC=C(C=C1)OCC=1SC=CN1)C(F)(F)F 2-oxo-5-(4-(thiazol-2-ylmethoxy)phenyl)-6-(trifluoromethyl)-1,2-dihydropyridine-3-carboxamide